diethyl 2,3-dichloromaleate Cl/C(/C(=O)OCC)=C(/C(=O)OCC)\Cl